3-(2-fluorophenyl)butyronitrile FC1=C(C=CC=C1)C(CC#N)C